N-[3-chloro-4-[4-(piperidine-4-carbonyl)piperazine-1-carbonyl]phenyl]-5-[2-fluoro-4-(fluoromethoxy)phenyl]-1-methyl-imidazole-2-carboxamide ClC=1C=C(C=CC1C(=O)N1CCN(CC1)C(=O)C1CCNCC1)NC(=O)C=1N(C(=CN1)C1=C(C=C(C=C1)OCF)F)C